O=C1N(C(CN1C1=CC=C(C=C1)C(F)(F)F)=O)CC1=CC(=C(OCC(=O)O)C(=C1)C)C 2-(4-((2,5-Dioxo-3-(4-(trifluoromethyl)phenyl)imidazolin-1-yl)methyl)-2,6-dimethylphenoxy)acetic acid